Pyrazolo[1,5-a]pyridin-5-ylmethanol N1=CC=C2N1C=CC(=C2)CO